ClC1=CC=C2C(=C(N(C2=C1C1=C2N(N=C1CNCC1=CC=C(C=C1)OC)CCC2)C)C(=O)OC)CCCO Methyl 6-chloro-3-(3-hydroxypropyl)-7-(2-(((4-methoxybenzyl)amino)methyl)-5,6-dihydro-4H-pyrrolo[1,2-b]pyrazol-3-yl)-1-methyl-1H-indole-2-carboxylate